FC=1C(=C(C(=C(C1F)F)F)S(=O)(=O)O)OC(C(C(C(C(C(C(C(C(F)(F)F)(F)F)(F)F)(F)F)(F)F)(F)F)(F)F)(F)F)(F)F perfluorononaneoxybenzenesulfonic acid